BrC1=CC=C(C=C1)C1=CCN(CC1)C(=O)OC(C)(C)C 4-(4-bromophenyl)-1-(tert-butoxycarbonyl)-1,2,5,6-tetrahydropyridine